5-{[(3S)-3-(2-Ethoxy-2-oxoethoxy)pyrrolidin-1-yl]methyl}pyridine-2-carboxylic acid dihydrochloride Cl.Cl.C(C)OC(CO[C@@H]1CN(CC1)CC=1C=CC(=NC1)C(=O)O)=O